5,5'-((2-azidopropane-1,3-diyl)bis(oxy))bis(2,2-dimethyl-1,3-dioxane) N(=[N+]=[N-])C(COC1COC(OC1)(C)C)COC1COC(OC1)(C)C